C(#N)/C(/C(=O)O)=C\C(C)(N1CCN(CC1)C1COC1)C (E)-2-cyano-4-methyl-4-(4-(oxetan-3-yl)piperazin-1-yl)pent-2-enoic acid